CC1=CC=C(C=C1)S(=O)(=O)O.NC/C(/COC1=CC2=C(N=C(O2)NCC=2C(=NC=CC2)OC)C=C1)=C/F (Z)-6-((2-(aminomethyl)-3-fluoroallyl)oxy)-N-((2-methoxypyridin-3-yl)methyl)benzo[d]oxazol-2-amine 4-methylbenzenesulfonate